COC1CCN(CC1)C1=CC(=NC=C1)C#N 4-(4-methoxypiperidin-1-yl)pyridine-2-carbonitrile